1-octacosylazetidin-2-one C(CCCCCCCCCCCCCCCCCCCCCCCCCCC)N1C(CC1)=O